[C@H]12CN(C[C@H](CC1)N2)C2=NC(=NC1=C(C(=CC=C21)N2N=C(C1=CC=CC(=C21)C)O)F)OC[C@H]2N(CCC2)C 1-(4-((1R,5S)-3,8-diazabicyclo[3.2.1]octan-3-yl)-8-fluoro-2-(((S)-1-methylpyrrolidin-2-yl)methoxy)quinazolin-7-yl)-7-methyl-1H-indazol-3-ol